C1(=CC=CC=C1)C1=NC(=NO1)C1=CC=CC=C1 diphenyl-1,2,4-oxadiazole